C(C)(=O)OC1=CC=C(C=C1)C#C 4-ethynylphenyl acetate